butyl 7-(3-isopropylphenyl)-7-methoxy-2-azaspiro[3.5]nonane-2-carboxylate C(C)(C)C=1C=C(C=CC1)C1(CCC2(CN(C2)C(=O)OCCCC)CC1)OC